N-(cyclopropylsulfonyl)-4-nitrobenzamide C1(CC1)S(=O)(=O)NC(C1=CC=C(C=C1)[N+](=O)[O-])=O